N-((2R,3S)-3-(4-((S)-2-amino-2-(4-(difluoromethylene)cyclohexyl)acetamido)-3-fluorophenyl)-1-(4-methylpiperazin-1-yl)-1-oxobutan-2-yl)propionamide N[C@H](C(=O)NC1=C(C=C(C=C1)[C@@H]([C@H](C(=O)N1CCN(CC1)C)NC(CC)=O)C)F)C1CCC(CC1)=C(F)F